4,7-dimethylisobenzofuran-1,3-dione CC1=C2C(OC(C2=C(C=C1)C)=O)=O